ClC=1C=C(C=CC1C)NC(=O)NCC=1C=C2CN(C(C2=CC1NC)=O)C1C(NC(CC1)=O)=O 1-(3-chloro-4-methylphenyl)-3-((2-(2,6-dioxopiperidin-3-yl)-6-(methylamino)-1-oxoisoindolin-5-yl)methyl)urea